FC1=C(C=C2C=C(N=CC2=C1)NC(OCC12NCCC2C1)=O)C1=C(C2=C(OCCN2)N=C1)C (2-Azabicyclo[3.1.0]hexan-1-yl)methyl (7-fluoro-6-(8-methyl-2,3-dihydro-1H-pyrido[2,3-b][1,4]oxazin-7-yl)isoquinolin-3-yl)carbamate